FC1=NC=CC(=C1)C1(CC2(C1)OCCO2)C#N 2-(2-fluoropyridin-4-yl)-5,8-dioxaspiro[3.4]octane-2-carbonitrile